CC1(OB(OC1(C)C)C1=CC=C(C=C1)N1CCC(CC1)CO)C (1-(4-(4,4,5,5-tetramethyl-1,3,2-dioxaborolan-2-yl)phenyl)piperidin-4-yl)methanol